2-isocyanato-3,5-dimethylthiophene N(=C=O)C=1SC(=CC1C)C